COC1=C(C=CC(=C1)N1CC2(C1)CCN(CC2)C)NC2=NC=C(C(=N2)OC=2C=CC=C1CN(C(C21)=O)C)C(F)(F)F 7-((2-((2-methoxy-4-(7-methyl-2,7-diazaspiro[3.5]non-2-yl)phenyl)amino)-5-(trifluoromethyl)pyrimidin-4-yl)oxy)-2-methylisoindolin-1-one